NC1=CC=C(C=C1)NC1=CC(=CC=C1C)NC1=CC=C(C=C1)N N,N'-bis(p-aminophenyl)-6-methyl-m-phenylenediamine